rac-3-fluoro-4-((2-(trans-4-hydroxytetrahydro-2H-pyran-3-yl)-6,7-dimethyl-3-oxo-2,3-dihydro-1H-isoindol-5-yl)methyl)benzamide FC=1C=C(C(=O)N)C=CC1CC=1C=C2C(N(CC2=C(C1C)C)[C@@H]1COCC[C@H]1O)=O |r|